NC1=C(C(=CC(=N1)C=1C(=C2[C@@H](N(C(C2=CC1)=O)C1C(NC(CC1)=O)=O)C)F)C)F 3-((S)-5-(6-Amino-5-fluoro-4-methylpyridin-2-yl)-4-fluoro-3-methyl-1-oxoisoindolin-2-yl)piperidin-2,6-dion